C(CC([2H])([2H])[2H])(=O)C=1C(=CC(=NC1)NC(=O)C1CC1)NC1=NC=CC=2C=3C([C@H](N(C12)C)C)=NN(N3)C |r| (R/S)-N-(5-(propanoyl-3,3,3-d3)-4-((2,4,5-trimethyl-4,5-dihydro-2H-[1,2,3]triazolo[4,5-c][1,7]naphthyridin-6-yl)amino)pyridin-2-yl)cyclopropanecarboxamide